O1COC2=C1C=CC=C2NC2=CC(=CC(=N2)C(=O)N2CC1=CC=CC=C1C2)Cl (6-(Benzo[d][1,3]dioxol-4-ylamino)-4-chloropyridin-2-yl)(isoindolin-2-yl)methanone